tert-butyl-(2-(2-(4-methoxyphenyl)-1,3-dioxolan-4-yl)ethoxy)diphenylsilane C(C)(C)(C)[Si](C1=CC=CC=C1)(C1=CC=CC=C1)OCCC1OC(OC1)C1=CC=C(C=C1)OC